(16S,19S)-17-[1-(2,4-difluorophenyl)pyrazolo[3,4-d]pyrimidin-4-yl]-20-oxa-9,14,17,22,27-pentazapentacyclo[19.3.1.16,9.116,19.02,7]heptacosa-1(25),2,4,6(27),7,21,23-heptaen-15-one FC1=C(C=CC(=C1)F)N1N=CC=2C1=NC=NC2N2[C@@H]1C(NCCCCN3C=C4C(C=CC=C4C=4C=CN=C(O[C@H](C2)C1)C4)=N3)=O